N-(1-(3-amino-5-(trifluoromethyl)phenyl)ethyl)-7-methoxy-2-methyl-6-(2-(oxetan-3-yloxy)ethoxy)quinazolin-4-amine NC=1C=C(C=C(C1)C(F)(F)F)C(C)NC1=NC(=NC2=CC(=C(C=C12)OCCOC1COC1)OC)C